C1(CC1)C=1C=C2N(C(C=3N(C2=CC1)C=CN3)=O)C3=C(C=CC=C3)C 7-Cyclopropyl-5-(o-Tolyl)Imidazolo[1,2-a]Quinoxaline-4(5H)-on